(E)-3-methyl-2-hexenoic acid C\C(=C/C(=O)O)\CCC